3-((S)-3-((cis)-3-cyanocyclohexyl)-6-(methoxycarbonyl)-7-methyl-6,7,8,9-tetrahydro-3H-imidazo[4,5-f]quinolin-2-yl)-2-phenylpropanoic acid C(#N)[C@H]1C[C@H](CCC1)N1C(=NC2=C3CC[C@@H](N(C3=CC=C21)C(=O)OC)C)CC(C(=O)O)C2=CC=CC=C2